COC([C@H](CC(C)C)N1N=C(C(=C(C1=O)C)C)CC=O)=O (S)-4-methyl-2-(4,5-dimethyl-6-oxo-3-(2-oxoethyl)pyridazin-1(6H)-yl)pentanoic acid methyl ester